O[C@H](CC(=O)[O-])C (S)-(+)-3-hydroxybutyrate